citric acid-glycine salt NCC(=O)O.C(CC(O)(C(=O)O)CC(=O)O)(=O)O